4-methoxy-3-nitro-N-(3-(N-(thiazol-2-yl)sulfamoyl)phenyl)benzamide COC1=C(C=C(C(=O)NC2=CC(=CC=C2)S(NC=2SC=CN2)(=O)=O)C=C1)[N+](=O)[O-]